COC=1C=CC=C2C=C(C=3N(C12)C=C(N3)C)C(=O)OCC ethyl 9-methoxy-2-methylimidazo[1,2-a]quinoline-4-carboxylate